N-(6-fluoro-2-methyl-2H-indazol-7-yl)-1-(4-(trifluoromethyl)pyridin-2-yl)-1H-pyrazole-4-sulfonamide FC=1C=CC2=CN(N=C2C1NS(=O)(=O)C=1C=NN(C1)C1=NC=CC(=C1)C(F)(F)F)C